3-(3-Fluoro-4-(4-(3-methyl-4-(4,4,5,5-tetramethyl-1,3,2-dioxaborolan-2-yl)phenyl)piperidin-1-yl)phenyl)piperidine-2,6-dione FC=1C=C(C=CC1N1CCC(CC1)C1=CC(=C(C=C1)B1OC(C(O1)(C)C)(C)C)C)C1C(NC(CC1)=O)=O